(S)-6-(5-(3,5-dimethylisoxazol-4-yl)-1-((R)-1-(methylsulfonyl)pyrrolidin-3-yl)-1H-benzo[d]imidazol-2-yl)piperidin-2-one CC1=NOC(=C1C1=CC2=C(N(C(=N2)[C@@H]2CCCC(N2)=O)[C@H]2CN(CC2)S(=O)(=O)C)C=C1)C